FS(C1=CC=C(C=C1)C1CCCN2C1=NS(CC2)(=O)=O)(F)(F)(F)F 9-[4-(pentafluoro-lambda6-sulfanyl)phenyl]-3,4,6,7,8,9-hexahydropyrido[2,1-c][1,2,4]thiadiazine 2,2-dioxide